6-(6,6-difluoro-2-azaspiro[3.3]heptan-2-yl)-3-(piperidin-4-yl)pyrazolo[1,5-a]pyridine FC1(CC2(CN(C2)C=2C=CC=3N(C2)N=CC3C3CCNCC3)C1)F